(Z)-15-ethyloxacyclopentadec-10-en-2-one C(C)C1CCC\C=C/CCCCCCCC(O1)=O